C1[C@H]([C@@H]([C@H]([C@H](O1)OC[C@@H]2[C@H]([C@@H]([C@H]([C@@H](O2)O)O)O)O)O)O)O The molecule is a disaccharide that is beta-D-glucopyranose in which the hydroxy group at position 6 has been converted to its alpha-D-xylopyranoside. The disaccharide unit of xyloglucan in plant cell-walls. It has a role as a plant metabolite. It is a glycoside and a glycosylglucose. It derives from an alpha-D-xylose and a beta-D-glucose.